CC1=NC=2C(N(C=CC2C=C1C)C(C(C1=CC=CC=C1)=O)NC(C1=CC=CC=C1)=O)=O N-(1-(2,3-dimethyl-8-oxo-1,7-naphthyridin-7(8H)-yl)-2-oxo-2-phenylethyl)benzamide